C(N)(OC(C[C@H]1C(N(C2=C(OC1)C=CC(=C2)Br)C)=C=O)(C)C)=O (S)-(7-bromo-5-methyl-4-carbonyl-2,3,4,5-tetrahydrobenzo[b][1,4]oxazepine-3-yl)tert-butyl carbamate